(6-chloro-5-methoxypyrimidin-4-yl)malonic acid diethyl ester C(C)OC(C(C(=O)OCC)C1=NC=NC(=C1OC)Cl)=O